(E)-5-hydroxy-1-methyl-[3,3'-biindolinylidene]-2,2'-dione OC=1C=C2\C(\C(N(C2=CC1)C)=O)=C\1/C(NC2=CC=CC=C12)=O